O=C1NC(CCC1N1C(C2=CC=C(C=C2C1=O)OCCCCC(=O)O)=O)=O 5-((2-(2,6-Dioxopiperidin-3-yl)-1,3-dioxoisoindolin-5-yl)oxy)pentanoic acid